OC(COC=1C(=O)O[C@@H](C1OCCCCCCCCCCCC)[C@@H](O)CO)(C)C O-(2-hydroxyisobutyl)-3-O-dodecylascorbic acid